[Au].[Cu].[Au].[Cr] chromium-gold-copper-gold